CC1(CN=C(C2=CC=CC=C12)C=1C=NC2=CC=CC=C2C1)C 3-(4,4-dimethyl-3,4-dihydroisoquinolin-1-yl)quinoline